3-(Trimethylstannanyl)-1H-pyrrolo[2,3-b]pyridine-1-carboxylic acid tert-butyl ester C(C)(C)(C)OC(=O)N1C=C(C=2C1=NC=CC2)[Sn](C)(C)C